15-pentadec-11-enolate CCCCCCCCCCC=CCCC[O-]